CC1=C2C=CNC2=CC=C1OC=1C=C(C(=O)NN)C=CC1 3-((4-methyl-1H-indol-5-yl)oxy)benzoyl-hydrazine